ClC=1C=C(C=C(C1O)OC)C=1N=C2C(=C(C=NC2=CC1)C(C)=O)NC1=CC=C(C=C1)CCN(C)C 1-(6-(3-chloro-4-hydroxy-5-methoxyphenyl)-4-((4-(2-(dimethylamino)ethyl)phenyl)-amino)-1,5-naphthyridin-3-yl)ethanone